C(=O)(OCC1C2=CC=CC=C2C2=CC=CC=C12)N[C@@H](CC(=O)O)C(=O)O Fmocaspartic acid